4-((1S,2R)-2-(cyclobutylamino)cyclopropyl)-5-methyl-N-(1-methyl-1H-pyrazol-4-yl)thiophene-2-carboxamide Hydrochloride Cl.C1(CCC1)N[C@H]1[C@@H](C1)C=1C=C(SC1C)C(=O)NC=1C=NN(C1)C